2-(6-(2-allyl-6-((3-((2-hydroxyethoxy)methyl)-4-(4-methylpiperazin-1-yl)phenyl)amino)-3-oxa-2,3-dihydro-1H-pyrazolo[3,4-d]pyrimidin-1-yl)-4-hydroxypyridin-2-yl)-2-methylpropanenitrile C(C=C)N1N(C2=NC(=NC=C2O1)NC1=CC(=C(C=C1)N1CCN(CC1)C)COCCO)C1=CC(=CC(=N1)C(C#N)(C)C)O